4-(2-(5-methyl-6H-pyrido[4,3-b]carbazol-6-yl)ethyl)morpholine CC1=C2C(=CC=3C=4C=CC=CC4N(C13)CCN1CCOCC1)C=NC=C2